SC(CS)[Si](OCCCC)(OCCCC)OCCCC 1,2-dimercaptoethyl-tributoxysilane